3-{4-[(5-chloropyrimidin-2-yl)oxy]-3-methylphenyl}-1-(4-methoxycyclohexanecarbonyl)urea ClC=1C=NC(=NC1)OC1=C(C=C(C=C1)NC(NC(=O)C1CCC(CC1)OC)=O)C